3-(5-(1-(3-((4-((5-chloropyrimidin-2-yl)amino)piperidin-1-yl)sulfonyl)benzyl)-azetidin-3-yl)-1-oxoisoindolin-2-yl)piperidine-2,6-dione ClC=1C=NC(=NC1)NC1CCN(CC1)S(=O)(=O)C=1C=C(CN2CC(C2)C=2C=C3CN(C(C3=CC2)=O)C2C(NC(CC2)=O)=O)C=CC1